1-fluoro-2,3-dimethoxy-benzene FC1=C(C(=CC=C1)OC)OC